(4-(2,6-diphenylpyrimidin-4-yl)phenyl)boronic acid C1(=CC=CC=C1)C1=NC(=CC(=N1)C1=CC=C(C=C1)B(O)O)C1=CC=CC=C1